CN1N=C(C(=C1)N1C(N(C=2C=NC=3C=C(C(=CC3C21)C=2C=C1C(=NC2)N=C(N1)C)OC)C)=O)C 1-(1,3-Dimethyl-1H-pyrazol-4-yl)-7-methoxy-3-methyl-8-(2-methyl-1H-imidazo[4,5-b]-pyridin-6-yl)-1,3-dihydroimidazo[4,5-c]-quinolin-2-one